(2S,4S)-2-((1-amino-7-(((benzyloxy)carbonyl)amino)-2-hydroxy-1-oxohept-3-yl)carbamoyl)-4-(5-(2-hydroxypropan-2-yl)-1H-1,2,3-triazol-1-yl)pyrrolidine-1-carboxylic acid tert-butyl ester C(C)(C)(C)OC(=O)N1[C@@H](C[C@@H](C1)N1N=NC=C1C(C)(C)O)C(NC(C(C(=O)N)O)CCCCNC(=O)OCC1=CC=CC=C1)=O